BrC=1C=C2C(C(=C(OC2=C(C1O)O)C(F)(F)F)OC1=CC=C(C=C1)Br)=O 6-Bromo-3-(4-bromophenoxy)-7,8-dihydroxy-2-(trifluoromethyl)-4H-chromen-4-one